N-(2-Amino-ethyl)-3-aminopropyltrimethoxysilan NCCNCCC[Si](OC)(OC)OC